C(CC)(=O)OCC[Si](C)(C)C trimethylsilylethyl propionate